FC1=C(C=C(C=C1)[C@H](C)N)C (S)-1-(4-fluoro-3-methylphenyl)ethanamine